2,4-di-i-propylthioxanthone C(C)(C)C1=CC=2C(C3=CC=CC=C3SC2C(=C1)C(C)C)=O